N-(3-Aminopropyl)-4-{[(2S*,4R*)-2-methyl-1-propionyl-1,2,3,4-tetrahydroquinolin-4-yl]amino}benzamide hydrochloride Cl.NCCCNC(C1=CC=C(C=C1)N[C@@H]1C[C@@H](N(C2=CC=CC=C12)C(CC)=O)C)=O |o1:14,16|